BrC1=C(C=C(C(=O)Cl)C=C1)OC 4-bromo-3-methyloxy-benzoyl chloride